OC1=C(C(=CC=C1)C1=CC=CC=C1)N 3-hydroxybiphenyl-amine